5-(8-(7-azabicyclo[4.2.0]octan-7-yl)imidazo[1,2-b]pyridazin-6-yl)pyrimidine-2,4(1H,3H)-dione C12CCCCC2N(C1)C=1C=2N(N=C(C1)C=1C(NC(NC1)=O)=O)C=CN2